C(#N)C(CNC=1C(=CC=C2C=CC(=CC12)C1=NC=CC(=N1)C(=O)NC1CN(CCC1)C)OC)=C 2-{8-[(2-cyano-2-methylideneethyl)amino]-7-methoxynaphthalen-2-yl}-N-(1-methylpiperidin-3-yl)pyrimidine-4-carboxamide